F[C@H]1C[C@@H](CC[C@H]1F)N1N=C(C2=C1[C@@H](C([C@H]2O)(F)F)F)C(F)(F)F (4S,6S)-1-[(1R,3S,4R)-3,4-difluorocyclohexyl]-5,5,6-trifluoro-3-(trifluoromethyl)-4,6-dihydrocyclopenta[c]pyrazol-4-ol